ClC(CCC(=O)OC)=O methyl 4-chloro-4-oxobutanoate